C(C=C)(=O)N1CCC(CC1)OC=1C(=CC=2C3=C(N(C(N(C13)C)=O)C1=C(C(=C(C=C1)Cl)Cl)F)N=CN2)OC 9-((1-acryloylpiperidin-4-yl)oxy)-3-(3,4-dichloro-2-fluorophenyl)-8-methoxy-1-methyl-1H-pyrimido[4,5,6-de]quinazolin-2-one